FC(C(C(F)(F)F)(C1=CC(=C(C=C1)OC1=C(C(=C(C#N)C(=C1F)F)F)F)N)C1=CC(=C(C=C1)OC1=C(C(=C(C#N)C(=C1F)F)F)F)N)(F)F 4,4'-((perfluoropropane-2,2-diyl)bis(2-amino-4,1-phenylene))bis(oxy)bis(2,3,5,6-tetrafluorobenzonitrile)